C(CC)(=O)C1=NC=CC(=C1)NC(OC(C)(C)C)=O tert-butyl (2-propionylpyridin-4-yl)carbamate